Cl.N[C@H](C(=O)OC(C(NC(C)C)=O)C)CC1=CC(=CC=C1)S(=O)(=O)N1CC(C1)(OC1=CC=C(C=C1)C(CC)=O)C1=CC=C(C=C1)F 1-Oxo-1-[(propan-2-yl)amino]propan-2-yl (2S)-2-amino-3-{3-[3-(4-fluorophenyl)-3-(4-propanoylphenoxy)azetidin-1-sulfonyl]phenyl}propanoate monohydrochloride